(4-{[(2S,3R)-2-cyano-4-oxoazetidin-3-yl]Methyl}Pyridin-2-yl)(4-methoxybenzyl)carbamic acid tert-butyl ester C(C)(C)(C)OC(N(CC1=CC=C(C=C1)OC)C1=NC=CC(=C1)C[C@@H]1[C@H](NC1=O)C#N)=O